7'-((7H-pyrrolo[2,3-d]pyrimidin-4-yl)amino)-1'-isopropyl-5'-methyl-spiro[cyclohexane-1,2'-pyrido[2,1-f][1,2,4]triazine]-4',8'(1'H,3'H)-dione hydrochloride Cl.N1=CN=C(C2=C1NC=C2)NC2=CC(=C1C(NC3(N(N1C2=O)C(C)C)CCCCC3)=O)C